((R)-11,11-Difluoro-3-methyl-1,3,4,7,8,9,10,11-octahydro-2H-pyrido[4',3':3,4]pyrazolo-[1,5-a]azepin-8-yl)methanol FC1(C=2N(CC(CC1)CO)N=C1C2CN[C@@H](C1)C)F